3-(3-(3-((tert-butyldimethylsilyl)oxy)propoxy)-4-nitro-1H-pyrazol-1-yl)2-methoxypyridine [Si](C)(C)(C(C)(C)C)OCCCOC1=NN(C=C1[N+](=O)[O-])C=1C(=NC=CC1)OC